1-(3,4-dimethoxyphenyl)-2-(2-methoxyphenoxy)ethanone COC=1C=C(C=CC1OC)C(COC1=C(C=CC=C1)OC)=O